NCC1C2(CCC(C1)C2)CN bisaminomethylbicyclo[2.2.1]heptane